(3aR,4R,6R,6aR)-4-(4-aminopyrrolo[2,1-f][1,2,4]triazin-7-yl)-6-(hydroxymethyl)-2-oxotetrahydrofuro[3,4-d][1,3]dioxole-4-carbonitrile NC1=NC=NN2C1=CC=C2[C@@]2(O[C@@H]([C@H]1OC(O[C@H]12)=O)CO)C#N